3,6-bis(prop-2-ylidene)cyclohexa-1,4-diene CC(C)=C1C=CC(C=C1)=C(C)C